4-acetamido-4'-isothiocyanato-stilben-2,2'-disulfonate C(C)(=O)NC=1C=C(C(=CC1)C=CC=1C(=CC(=CC1)N=C=S)S(=O)(=O)[O-])S(=O)(=O)[O-]